4-Trifluoromethyl-phenylalanin FC(C1=CC=C(C[C@H](N)C(=O)O)C=C1)(F)F